(1R*,2S*,3S*)-3-amino-1,2-dimethylcyclobutanol monohydrochloride Cl.N[C@@H]1[C@@H]([C@@](C1)(O)C)C |o1:2,3,4|